6-amino-9-(4-((4-(2-aminoethyl)piperidin-1-yl)methyl)-2-methoxybenzyl)-2-ethoxy-9H-purin-8-ol NC1=C2N=C(N(C2=NC(=N1)OCC)CC1=C(C=C(C=C1)CN1CCC(CC1)CCN)OC)O